pent-4-ene CCCC=C